BrC=1C(=C(C(=NO)N)C(=CC1)S(=O)(=O)C)C 3-bromo-N'-hydroxy-2-methyl-6-methanesulfonylbenzamidine